propenyl-octyl-dimethylsilane 1,2,4-triazole-1-olate N1(N=CN=C1)[O-].C(=CC)[Si](C)(C)CCCCCCCC